N-((2S,3R)-1-(((R)-1-((5R,7R)-5,7-dimethyl-4,8-dioxo-1,3,6,2-dioxathiaborocan-2-yl)-3-methylbutyl)amino)-3-hydroxy-1-oxobutan-2-yl)-6-phenylpicolinamide C[C@@H]1C(OB(OC([C@H](S1)C)=O)[C@H](CC(C)C)NC([C@H]([C@@H](C)O)NC(C1=NC(=CC=C1)C1=CC=CC=C1)=O)=O)=O